(S)-1-tert-butoxycarbonylnipecotic acid C(C)(C)(C)OC(=O)N1C[C@@H](C(=O)O)CCC1